C(C)(C)(C)NS(=O)(=O)C1=CC=C(C=C1)C=1OC(C(N1)=CC=1OC(=CC1)C)=O N-(tert-butyl)-4-(4-((5-methylfuran-2-yl)methylene)-5-oxo-4,5-dihydrooxazol-2-yl)benzenesulfonamide